6-Amino-N-[(1S,9S)-9-ethyl-5-fluoro-9-hydroxy-4-methyl-10,13-dioxo-2,3,9,10,13,15-hexahydro-1H,12H-benzo[de]pyrano[3',4':6,7]indolizino[1,2-b]quinolin-1-yl]hexanamide NCCCCCC(=O)N[C@H]1CCC=2C=3C1=C1C(=NC3C=C(C2C)F)C2=CC3=C(C(N2C1)=O)COC([C@]3(O)CC)=O